Calcium palmitoleat C(CCCCCCC\C=C/CCCCCC)(=O)[O-].[Ca+2].C(CCCCCCC\C=C/CCCCCC)(=O)[O-]